(3R,5R)-7-bromo-3-butyl-3-ethyl-2,3,4,5-tetrahydro-8-methoxy-5-phenyl-1,4-benzothiazepine-4-ol 1,1-dioxide BrC=1C(=CC2=C([C@H](N([C@](CS2(=O)=O)(CC)CCCC)O)C2=CC=CC=C2)C1)OC